BrC1=C2C(=CN=C1OC)N(N=C2C2CC2)COCC[Si](C)(C)C 4-bromo-3-cyclopropyl-5-methoxy-1-((2-(trimethylsilyl)ethoxy)methyl)-1H-pyrazolo[3,4-c]pyridine